FC1=C2C(=CC=NC2=C(C(=C1)[N+](=O)[O-])O)N1CCC(CC1)C(F)(F)F 5-Fluoro-7-nitro-4-(4-(trifluoromethyl)piperidin-1-yl)quinolin-8-ol